BrC=1N=C(C2=C(N1)SC(=C2)C)NCCCC2=CC=C(C=C2)C2=CC=C(C=C2)OC(F)(F)F 2-bromo-6-methyl-N-(3-(4'-(trifluoromethoxy)-[1,1'-biphenyl]-4-yl)propyl)thieno[2,3-d]pyrimidin-4-amine